2'-Chloro-N-(5-(3-(difluoromethyl)-6-methoxy-picolinoyl)-5,6-dihydro-4H-pyrrolo[3,4-d]thiazol-2-yl)-5'-methoxy-6-methyl-[4,4'-bipyridine]-3-carboxamide ClC1=NC=C(C(=C1)C1=C(C=NC(=C1)C)C(=O)NC=1SC2=C(N1)CN(C2)C(C2=NC(=CC=C2C(F)F)OC)=O)OC